C1(=CC=CC=C1)/C=C/C(=O)C=1N(C=CC1)C1=CC=CC=C1 (E)-3-phenyl-1-(N-phenyl-pyrrol-2-yl)prop-2-en-1-one